6-(2,6-dichloro-4-(2,5-dimethyl-1H-pyrrol-1-yl)phenoxy)-2-isopropylpyridazin-3(2H)-one ClC1=C(OC=2C=CC(N(N2)C(C)C)=O)C(=CC(=C1)N1C(=CC=C1C)C)Cl